ClC1=C(C[S@](=O)(C)=NC(OC(C)(C)C)=O)C=C(C=C1)[N+](=O)[O-] |r| (±)-tert-butyl [(2-chloro-5-nitrobenzyl)(methyl)(oxo)-λ6-sulfanylidene]carbamate